N-[5-[4-[(5-fluoro-2-pyridyl)amino]cyclohexoxy]-7-morpholino-1,6-naphthyridin-3-yl]-N-[(3-methyl-2-nitro-imidazol-4-yl)methyl]methanesulfonamide FC=1C=CC(=NC1)NC1CCC(CC1)OC1=C2C=C(C=NC2=CC(=N1)N1CCOCC1)N(S(=O)(=O)C)CC=1N(C(=NC1)[N+](=O)[O-])C